C(C)C(CC)NC=1C=C(C=2N(N1)C(=NN2)C(C)C)NC(CC2=CC=CC=C2)=O N-[6-(1-ethylpropylamino)-3-isopropyl-[1,2,4]triazolo[4,3-b]pyridazin-8-yl]-2-phenyl-acetamide